ClC=1C=CC(=NC1)[C@H](CC=O)N(C([O-])=O)O N-[(1S)-1-(5-Chloropyridin-2-yl)-3-oxopropyl]-N-hydroxycarbamate